OC=1C(=CC2=CC=CC=C2C1)C(=O)[O-] 3-hydroxynaphthalene-2-carboxylate